2,6-difluoro-3,5-dimethoxyAniline FC1=C(N)C(=C(C=C1OC)OC)F